(13S)-5,5,6,6-tetradeutero-15-(2,6-difluorophenyl)-13-methyl-4,7-dioxa-9-thia-11,14-diazatricyclo[8.5.0.02,8]pentadecan-1(10),2(8),14-trien-12-one [2H]C1(OCC=2C=3C(=N[C@H](C(NC3SC2OC1([2H])[2H])=O)C)C1=C(C=CC=C1F)F)[2H]